CC1=C(C(=O)O)C(=CC=C1)[Si](C)(C)C 2-methyl-6-trimethylsilylbenzoic acid